FC1=C(C#N)C=CC(=C1)C1=CC(=CC=2N1N=CN2)N2CC(C2)OC 2-fluoro-4-[7-(3-methoxyazetidin-1-yl)-[1,2,4]triazolo[1,5-a]pyridin-5-yl]benzonitrile